ethanic acid C(C)(=O)O